ClC=1C=CC2=C(NCCN(S2(=O)=O)[C@@H]([C@H](C)C2=C(C(=CC=C2F)C)C)C2=NNC(O2)=O)C1 5-((1S,2R)-1-(7-chloro-1,1-dioxido-4,5-dihydrobenzo[f][1,2,5]thiadiazepin-2(3H)-yl)-2-(6-fluoro-2,3-dimethylphenyl)propyl)-1,3,4-oxadiazol-2(3H)-one